C1(=CC=CC=C1)C(CC(=O)[O-])CC(=O)[O-] β-phenylglutarate